N1C=CC2=NC=C(C=C21)S(=O)(=O)N2CCC1(C[C@H](CO1)N(C(OC(C)(C)C)=O)C[C@@H](COC1=CC(=CC=C1)S(NC)(=O)=O)O)CC2 tert-butyl ((R)-8-((1H-pyrrolo[3,2-b]pyridin-6-yl)sulfonyl)-1-oxa-8-azaspiro[4.5]decan-3-yl)((S)-2-hydroxy-3-(3-(N-methylsulfamoyl)phenoxy)propyl)carbamate